ClC1=CN=C(C(=N1)[C@H](C)O)C (S)-1-(6-chloro-3-methylpyrazin-2-yl)ethan-1-ol